dodecyl 4,4,4-trifluoro-3-oxobutanoate FC(C(CC(=O)OCCCCCCCCCCCC)=O)(F)F